1-[4-(benzyloxy)phenyl]-2-bromoethanone C(C1=CC=CC=C1)OC1=CC=C(C=C1)C(CBr)=O